3-[5-(aminomethyl)-2-oxo-benzo[ct]indol-1-yl]piperidine-2,6-dione NCC=1C=CC=2C(N(C3=CC=CC1C23)C2C(NC(CC2)=O)=O)=O